FC1(C(C=2C(=CC=C(C2C1)OC=1C(=NC=CC1C(F)(F)F)C#N)SC(F)(F)F)=O)F (2,2-difluoro-1-oxo-7-(trifluoromethylsulfanyl)-2,3-dihydro-1H-indene-4-oxy)-4-(trifluoromethyl)pyridinecarbonitrile